C(=O)(O)CN1CCN(CCN(CC1)CC(=O)O)C(C(=O)O)CCC(=O)O 2-(4,7-bis(carboxymethyl)-1,4,7-triazacyclononan-1-yl)glutaric acid